4-piperidyl 6-[5-(6-methyl-2-pyridyl)-1H-imidazol-4-yl]quinoline-3-carboxylate CC1=CC=CC(=N1)C1=C(N=CN1)C=1C=C2C=C(C=NC2=CC1)C(=O)OC1CCNCC1